5-amino-1-((tetrahydro-2H-pyran-4-yl)methyl)-1H-pyrazole-4-carboxylic acid ethyl ester C(C)OC(=O)C=1C=NN(C1N)CC1CCOCC1